2-(3-chlorophenyl)-2,2-difluoro-1-phenylethyl ((S)-3-(1-ethylcyclopropyl)-1-oxo-1-(((S)-1-oxo-3-((S)-2-oxopyrrolidin-3-yl)propan-2-yl)amino)propan-2-yl)carbamate C(C)C1(CC1)C[C@@H](C(N[C@H](C=O)C[C@H]1C(NCC1)=O)=O)NC(OC(C(F)(F)C1=CC(=CC=C1)Cl)C1=CC=CC=C1)=O